4-((7-(2-((4-allyl-2,6-dioxopiperazin-1-yl)methyl)thieno[3,2-b]pyridin-7-yl)-5-chloro-1H-indol-1-yl)methyl)piperidine-4-carbonitrile trifluoroacetic acid salt FC(C(=O)O)(F)F.C(C=C)N1CC(N(C(C1)=O)CC1=CC2=NC=CC(=C2S1)C=1C=C(C=C2C=CN(C12)CC1(CCNCC1)C#N)Cl)=O